NC(COC1=CC=C(C(=O)C2=C(OC3=CC=C(C=C3C2=O)Cl)C(=O)NCCCN(C)C)C=C1)=O 3-(4-(2-Amino-2-oxoethoxy)benzoyl)-6-chloro-N-(3-(dimethylamino)propyl)-4-oxo-4H-chromene-2-carboxamide